5-(3-(trifluoromethyl)phenyl)oxazole-4-carboxylic acid FC(C=1C=C(C=CC1)C1=C(N=CO1)C(=O)O)(F)F